FC(C(=O)O)(F)F.FS(C1=CC=C(C=C1)N1N=C(C=2C1=NC=CC2)CN)(F)(F)(F)F (1-(4-(pentafluoro-λ6-sulfaneyl)phenyl)-1H-pyrazolo[3,4-b]pyridin-3-yl)methanamine trifluoroacetate salt